COC1=NC(=CC=C1NC(=O)C=1C(=NOC1C)C1=CC=CC=C1)C=1C(=NN(C1)C=1SC=CN1)C (2-methoxy-6-(3-methyl-1-(thiazol-2-yl)-1H-pyrazol-4-yl)pyridin-3-yl)-5-methyl-3-phenylisoxazole-4-carboxamide